methyl (R)-2-((1-(2,7-dimethyl-1-oxo-3-(4-(2,2,2-trifluoroethyl)piperazin-1-yl)-1,2-dihydroisoquinolin-5-yl)ethyl)amino)-5-fluorobenzoate CN1C(C2=CC(=CC(=C2C=C1N1CCN(CC1)CC(F)(F)F)[C@@H](C)NC1=C(C(=O)OC)C=C(C=C1)F)C)=O